3-{2-[bis-(4-methoxy-benzyl)-amino]-4,6-dimethoxypyrimidin-5-yl}-propionic acid COC1=CC=C(CN(C2=NC(=C(C(=N2)OC)CCC(=O)O)OC)CC2=CC=C(C=C2)OC)C=C1